(S)-N-(5-cyclopropyl-1H-pyrazol-3-yl)-2-(1-(3-fluoro-5-methoxyphenyl)-1H-pyrazol-4-yl)propanamide C1(CC1)C1=CC(=NN1)NC([C@@H](C)C=1C=NN(C1)C1=CC(=CC(=C1)OC)F)=O